C(C=1C(C(=O)OOC)=CC=CC1)(=O)OCC 2-methoxy ethyl phthalate